(R)-5-(2-aminoacetamido)-2-methyl-N-(1-(naphthalen-1-yl)ethyl)benzamide octyl-bromoformate C(CCCCCCC)OC(=O)Br.NCC(=O)NC=1C=CC(=C(C(=O)N[C@H](C)C2=CC=CC3=CC=CC=C23)C1)C